ClC=1C(=CC=C2C=CC=C(C12)C1=NC=C2C(=CC=NC2=C1F)N1CCNCC1)F 7-(8-chloro-7-fluoronaphthalen-1-yl)-8-fluoro-4-(piperazin-1-yl)-1,6-naphthyridine